ethyl (3-fluorophenyl) disulfide FC=1C=C(C=CC1)SSCC